ClC=1C=NN(C1C)C1=NC=C(C=O)C=C1 6-(4-chloro-5-methyl-1H-pyrazol-1-yl)nicotinaldehyde